(R)-4-propylpyrrolidin-2-one C(CC)[C@@H]1CC(NC1)=O